(S)-5-chloro-2-fluoro-4-((1-phenylethyl)amino)-N-(thiazol-2-yl)benzenesulfonamide ClC=1C(=CC(=C(C1)S(=O)(=O)NC=1SC=CN1)F)N[C@@H](C)C1=CC=CC=C1